methyl (S)-3-(4-(2-acetamidoethoxy)phenyl)-2-((tert-butoxycarbonyl)amino)propanoate C(C)(=O)NCCOC1=CC=C(C=C1)C[C@@H](C(=O)OC)NC(=O)OC(C)(C)C